bromo-benzo[1,2-b:4,5-b']bisbenzofuran BrC1=CC=CC2=C1C=1C(O2)=CC2=C(OC3=C2C=CC=C3)C1